2-isopropyl-4-(3-nitrophenyl)oxazole C(C)(C)C=1OC=C(N1)C1=CC(=CC=C1)[N+](=O)[O-]